NC1=C(N=C2N1C=CC=C2C=2C(=CC1=C(N=CO1)C2)F)C(=O)NCCC 3-amino-8-(6-fluorobenzo[d]oxazol-5-yl)-N-propylimidazo[1,2-a]pyridine-2-carboxamide